CN(C/C=C/C(=O)NC=1C=C2C(=NC1)N(C=C2C)C2=NC(=NC=C2C)NC=2C(=NN(C2)C)C)C (E)-4-(dimethylamino)-N-[1-[2-[(1,3-dimethylpyrazol-4-yl)amino]-5-methyl-pyrimidin-4-yl]-3-methyl-pyrrolo[2,3-b]pyridin-5-yl]but-2-enamide